OC1=C(C(=C(C(=O)OC)C(=C1I)C)C)I methyl 4-hydroxy-3,5-diiodo-2,6-dimethylbenzoate